C1(=CC=CC=C1)S(=O)(=O)OCCCCCCCCCCCC.[Ca] calcium dodecyl benzenesulphonate